1-{3-[(1H-imidazol-1-yl)methyl]-4-phenoxyphenyl}-3-phenyl-1,3,5-triazine-2,4,6-trione N1(C=NC=C1)CC=1C=C(C=CC1OC1=CC=CC=C1)N1C(N(C(NC1=O)=O)C1=CC=CC=C1)=O